C1(=CC=CC=C1)C(N1C=CC2=CC=CC=C12)C1=CC=CC=C1 1-(diphenylmethyl)-1H-indol